FC1=C(C=C(C(=C1)C(C(NCC(F)(F)F)=O)C)[N+](=O)[O-])NC(OC(C)(C)C)=O tert-butyl (2-fluoro-5-nitro-4-(1-oxo-1-((2,2,2-trifluoroethyl)amino)propan-2-yl)phenyl)carbamate